(3R)-7-(5-tert-butyl-1,3,4-oxadiazol-2-yl)-8-fluoro-4-oxo-3,5-dihydro-2H-1,5-benzothiazepin-3-yl carbamate C(N)(O[C@H]1CSC2=C(NC1=O)C=C(C(=C2)F)C=2OC(=NN2)C(C)(C)C)=O